2-tris(trimethoxysiloxy)silyl-5-norbornene CO[Si](O[Si](C1C2C=CC(C1)C2)(O[Si](OC)(OC)OC)O[Si](OC)(OC)OC)(OC)OC